[Br-].C(C(=C)C)(=O)NCC[N+](C)(C)C 2-(methacryloylamino)ethyl-tri-methylammonium bromide